Sodium plumbate O.O.O.[O-][Pb](=O)[O-].[Na+].[Na+]